The molecule is an optically active form of 6-hydroxy-3-isopropenylheptanoate having (3R,6R)-configuration. Product of the hydrolysis of (4S,7R)-4-isopropenyl-7-methyloxepan-2-one. It is a conjugate base of a (3S,6R)-6-hydroxy-3-isopropenylheptanoic acid. C[C@H](CC[C@@H](CC(=O)[O-])C(=C)C)O